C(C)(C)C1=C(OCC#N)C=CC(=C1)OC 2-(2-isopropyl-4-methoxyphenoxy)acetonitrile